(5-methyl-4,5-dihydrooxazol-2-yl)quinazoline-4,6-diamine CC1CN=C(O1)C1=NC2=CC=C(C=C2C(=N1)N)N